C[C@@H]1CC[C@H](CN1C(=O)C1=C(C=CC=C1)N1N=CC=N1)C#CC1=CC=CC(=N1)CO (6-{[(3S,6R)-6-methyl-1-{[2-(2H-1,2,3-triazol-2-yl)phenyl]carbonyl}piperidin-3-yl]ethynyl}pyridin-2-yl)methanol